cyclopropyl-{[(4,5-dibromo-3-methyl-2-thienyl)carbonyl]amino}acetic acid C1(CC1)C(C(=O)O)NC(=O)C=1SC(=C(C1C)Br)Br